2-((3,4-dihydroisoquinolin-2(1H)-yl)methyl)-5-((7-(methylsulfonyl)-7-azaspiro[3.5]nonan-2-yl)oxy)-4H-pyran-4-one C1N(CCC2=CC=CC=C12)CC=1OC=C(C(C1)=O)OC1CC2(C1)CCN(CC2)S(=O)(=O)C